C(C)(C)(C)NS(=O)(=O)C=1SC=C(C1)C(=O)N1CC2(C3=CC(=CC=C13)NS(=O)(=O)C)CCCCC2 N-(tert-butyl)-4-(5'-(methylsulfonamido)spiro[cyclohexane-1,3'-indoline]-1'-carbonyl)thiophene-2-sulfonamide